(E)-N-(2-benzylidene-3-methyl-1-phenylbutyl)-2,4,6-trimethylbenzenesulfonamide C(/C1=CC=CC=C1)=C(\C(C1=CC=CC=C1)NS(=O)(=O)C1=C(C=C(C=C1C)C)C)/C(C)C